FC1=CC(=C(OC=2N=NC(=CC2C(=O)NC2=CC(=C(C=C2)C)S(=O)(=O)C)C(F)(F)F)C=C1)C 3-(4-fluoro-2-methylphenoxy)-N-(4-methyl-3-(S-methylsulfonyl)phenyl)-6-(trifluoromethyl)pyridazine-4-carboxamide